methyl 2-oxo-2-(4-(4-(4,5,6-trifluoroisoindoline-2-carboxamido)phenyl)-3,6-dihydropyridin-1(2H)-yl)acetate O=C(C(=O)OC)N1CCC(=CC1)C1=CC=C(C=C1)NC(=O)N1CC2=CC(=C(C(=C2C1)F)F)F